C(C)(C)(C)OC(=O)N1CCC(CC1)CCN1CCC(CC1)CN1C[C@@H](CC1)NC1=NC=C(C(=N1)C1=CNC2=CC=CC=C12)Cl (R)-4-(2-(4-((3-((5-chloro-4-(1H-indol-3-yl)pyrimidine-2-yl)amino)pyrrolidin-1-yl)methyl)piperidin-1-yl)ethyl)piperidine-1-carboxylic acid tert-butyl ester